3-bromo-4,6-dichloro-1-((2-(trimethylsilyl)ethoxy)methyl)-1H-pyrazolo[3,4-d]pyrimidine BrC1=NN(C2=NC(=NC(=C21)Cl)Cl)COCC[Si](C)(C)C